tert-butyl ((1R,3s,5S)-8-(6-chloropyrido[2,3-b]pyrazin-2-yl)-8-azabicyclo[3.2.1]octan-3-yl)(methyl)carbamate ClC=1C=CC=2C(=NC=C(N2)N2[C@H]3CC(C[C@@H]2CC3)N(C(OC(C)(C)C)=O)C)N1